CN(C1=CC=C(C=C1)C1=CC=C(C=C1)OC(F)(F)F)CC=1N=NNC1C(=O)O 4-((methyl-(4'-(trifluoromethoxy)-[1,1'-biphenyl]-4-yl)amino)methyl)-1H-1,2,3-triazole-5-carboxylic acid